1,2-bis(trimethylsiloxy)-4-vinylbenzene C[Si](OC1=C(C=C(C=C1)C=C)O[Si](C)(C)C)(C)C